[Mg].O1C(=CC=C1C(=O)[O-])C(=O)[O-].[NH4+].[NH4+] diammonium 2,5-furandicarboxylic acid, magnesium salt